N-((3R,4S)-4-((5-(((S)-1-cyclopropylethyl)amino)-7-(2,6-difluoro-3,5-dimethoxyphenyl)-2,6-naphthyridin-3-yl)amino)tetrahydrofuran-3-yl)acrylamide C1(CC1)[C@H](C)NC1=C2C=C(N=CC2=CC(=N1)C1=C(C(=CC(=C1F)OC)OC)F)N[C@H]1[C@H](COC1)NC(C=C)=O